NC1=C(C(=NC=N1)OC1=CC(=C(C=C1)NC(=O)NC1=CC(=NN1C=1C=NC(=CC1)OC)C(C)(C)C)F)C#N 1-(4-((6-amino-5-cyanopyrimidin-4-yl)oxy)-2-fluorophenyl)-3-(3-(tert-butyl)-1-(6-methoxypyridin-3-yl)-1H-pyrazol-5-yl)urea